N-(2-chloro-3-fluorobenzoyl)-O-(4-(5,6,7,8-tetrahydro-1,8-naphthyridin-2-yl)butyl)homoserine ClC1=C(C(=O)N[C@@H](CCOCCCCC2=NC=3NCCCC3C=C2)C(=O)O)C=CC=C1F